5-(2-(3,4-dimethoxy-5-methylphenylamino)-5-methylpyrimidin-4-ylamino)-7-fluorobenzo[d]oxazol-2(3H)-one COC=1C=C(C=C(C1OC)C)NC1=NC=C(C(=N1)NC=1C=C(C2=C(NC(O2)=O)C1)F)C